1-((2-Chloro-6-methylpyridin-4-yl)methyl)-3-(2-(1-(trifluoromethyl)cyclopropyl)ethyl)urea ClC1=NC(=CC(=C1)CNC(=O)NCCC1(CC1)C(F)(F)F)C